ClC1=C(C(=O)OC)C=C(C(=C1)N(S(=O)(=O)C1=NC=NS1)CC1=C(C=C(C=C1)OC)OC)F methyl 2-chloro-4-(N-(2,4-dimethoxybenzyl)-N-(1,2,4-thiadiazol-5-yl) sulfonylamino)-5-fluoro-benzoate